N1C=NC2=C1C=C(C=C2)N2CCN(CC2)CC2=CC=C1C(N(C(NC1=C2)=O)CC)=O 7-((4-(1H-benzo[d]imidazol-6-yl)piperazin-1-yl)methyl)-3-ethylquinazolin-2,4(1H,3H)-dione